N-[4-[(6,7-Dimethoxy-1,5-naphthyridin-4-yl)oxy]-3-fluorophenyl]-5-(4-fluorophenyl)-1-(2-hydroxyethyl)-4-oxopyridine-3-carboxamide COC=1N=C2C(=CC=NC2=CC1OC)OC1=C(C=C(C=C1)NC(=O)C1=CN(C=C(C1=O)C1=CC=C(C=C1)F)CCO)F